ethyl 2-((4-(2,4-dihydroxyphenyl) thiazol-2-yl) amino)-2-oxoacetate OC1=C(C=CC(=C1)O)C=1N=C(SC1)NC(C(=O)OCC)=O